tert-Butyl (2S,3R,6R)-3-((1,3-dioxoisoindolin-2-yl)methyl)-2,6-dimethylmorpholine-4-carboxylate O=C1N(C(C2=CC=CC=C12)=O)C[C@H]1N(C[C@H](O[C@H]1C)C)C(=O)OC(C)(C)C